NC1=NC=CC=C1C1=NC=2C(=NC(=CC2)C2=CC=CC=C2)N1C1=CC(=C(C=C1)NC(OC(C)(C)C)=O)F tert-butyl (4-(2-(2-aminopyridin-3-yl)-5-phenyl-3H-imidazo[4,5-b]pyridin-3-yl)-2-fluorophenyl)carbamate